ClC1=NC=CC(=N1)C1=NC=2N(C(=C1)N1CCOCC1)N=C(C2)C2=CC=NC=C2 4-(5-(2-chloropyrimidin-4-yl)-2-(pyridin-4-yl)pyrazolo[1,5-a]pyrimidin-7-yl)morpholine